Monodeutero-octan [2H]CCCCCCCC